ClC=1C(=C(NC2=C(N=C3[C@H]4[C@@H](NC=C32)CCC4)C4=C(C=NC=C4)OC[C@H]4OCCC4)C=CC1)OC (5aS,8aR)-3-(3-chloro-2-methoxyanilino)-2-(3-{[(2S)-oxolan-2-yl]methoxy}pyridin-4-yl)-5,5a,6,7,8,8a-hexahydrocyclopenta[b]pyrrolo[2,3-d]pyridin